BrC1=CC=C(C=C1)C1=C(C#N)C(=CC(=N1)C1=C(C=CC=C1Cl)Cl)O 2-(4-bromophenyl)-6-(2,6-dichlorophenyl)-4-hydroxynicotinonitrile